benzyl ((4-(((S)-2-((R)-2-((4-chlorophenethyl)amino)-4-phenylbutanamido)propanamido)methyl)phenyl)(imino)methyl)carbamate carbamate C(N)(O)=O.ClC1=CC=C(CCN[C@@H](C(=O)N[C@H](C(=O)NCC2=CC=C(C=C2)C(=N)NC(OCC2=CC=CC=C2)=O)C)CCC2=CC=CC=C2)C=C1